CO[Si](OC)(OC)CCCCCCCCCCCCCCCCCC trimethoxysilylethyl-hexadecane